OC1CCC(CC1)N(CCCCCCCC(=O)N(CCCCCCCCCC)CCCCCCCCCC)CCCCCCCC(=O)N(CCCCCCCCCC)CCCCCCCCCC 8,8'-((4-hydroxycyclohexyl)azanediyl)bis(N,N-didecyloctanamide)